FC1CC(CCC1N1CCC(=CC1)C1=C(C=C(C=C1)[N+](=O)[O-])F)C(=O)OC(C)(C)C tert-butyl 3-fluoro-4-[4-(2-fluoro-4-nitro-phenyl)-3,6-dihydro-2H-pyridin-1-yl]cyclohexanecarboxylate